FC(C1=CC=C(C(=N1)CC)S(=O)(=O)N1CC2(C1)CN(C2)C2CCOCC2)F 2-((6-(difluoromethyl)-2-ethylpyridin-3-yl)sulfonyl)-6-(tetrahydro-2H-pyran-4-yl)-2,6-diazaspiro[3.3]heptane